methyl 5-chloro-2-formyl-1H-pyrrole-3-carboxylate ClC1=CC(=C(N1)C=O)C(=O)OC